(1R)-1-[[3-(1-methylpyrazol-4-yl)-1H-indazol-5-yl]amino]tetralin-6-carbonitrile CN1N=CC(=C1)C1=NNC2=CC=C(C=C12)N[C@@H]1CCCC2=CC(=CC=C12)C#N